t-Butyl (5-(4-((2-(2-(benzyloxy)-4,6-dihydroxybenzoyl)isoindolin-5-yl)methyl) piperazin-1-yl)pentyl)carbamate C(C1=CC=CC=C1)OC1=C(C(=O)N2CC3=CC=C(C=C3C2)CN2CCN(CC2)CCCCCNC(OC(C)(C)C)=O)C(=CC(=C1)O)O